Methyl 2-(2-(2-(4-(((ethoxycarbonyl)amino)methyl)piperidin-1-yl)thiazole-4-carboxamido)acrylamido)acrylate C(C)OC(=O)NCC1CCN(CC1)C=1SC=C(N1)C(=O)NC(C(=O)NC(C(=O)OC)=C)=C